OC1(CN(CC1)C=1C(NC=C2C1N=C(N=C2)C)=O)C 8-(3-hydroxy-3-methylpyrrolidin-1-yl)-2-methylpyrido[4,3-d]pyrimidin-7(6H)-one